5-(((S)-1-(((S)-2-oxo-1-(1-(5-(trifluoromethyl)pyrimidin-2-yl)piperidin-4-yl)pyrrolidin-3-yl)amino)propan-2-yl)amino)-4-(trifluoromethyl)pyridazin-3(2H)-one O=C1N(CC[C@@H]1NC[C@H](C)NC1=C(C(NN=C1)=O)C(F)(F)F)C1CCN(CC1)C1=NC=C(C=N1)C(F)(F)F